tert-butyl N-(2-{[2-(2,6-dioxopiperidin-3-yl)-1,3-dioxo-2,3-dihydro-1H-isoindol-5-yl]amino}ethyl)carbamate O=C1NC(CCC1N1C(C2=CC=C(C=C2C1=O)NCCNC(OC(C)(C)C)=O)=O)=O